3-methyl-2-(methylamino)butanamide nitrogen [N].CC(C(C(=O)N)NC)C